ClC=1C=C(CN2N=C3C(=C2C2=C(C=CC=C2)F)CN(C3)C)C=CC1 (3-chlorobenzyl)-3-(2-fluorophenyl)-5-methyl-2,4,5,6-tetrahydropyrrolo[3,4-c]pyrazole